ethyl 6-((2-amino-3-chloropyridin-4-yl)thio)-3-(4-(((tert-butoxycarbonyl)amino)methyl)-4-methylpiperidin-1-yl)-5-methylpyrazine-2-carboxylate NC1=NC=CC(=C1Cl)SC1=C(N=C(C(=N1)C(=O)OCC)N1CCC(CC1)(C)CNC(=O)OC(C)(C)C)C